4-(((R)-3-(2-(((2R,6S)-2,6-dimethylpiperidin-1-yl)methyl)acrylamido)piperidin-1-yl)methyl)-N-(4-(4-morpholino-7H-pyrrolo[2,3-d]pyrimidin-6-yl)phenyl)picolinamide trifluoroacetate FC(C(=O)O)(F)F.C[C@H]1N([C@H](CCC1)C)CC(C(=O)N[C@H]1CN(CCC1)CC1=CC(=NC=C1)C(=O)NC1=CC=C(C=C1)C1=CC2=C(N=CN=C2N2CCOCC2)N1)=C